C(C)(C)C=1C=C2C(=NNC2=CC1C=1C=C(C=2N(C1)N=CN2)C)C2CCC(CC2)N2CC(C2)OC 6-(5-isopropyl-3-(4-(3-methoxyazetidin-1-yl)cyclohexyl)-1H-indazol-6-yl)-8-methyl-[1,2,4]triazolo[1,5-a]pyridine